diisooctyl-succinamic acid lanthanum [La].C(CCCCC(C)C)C(C(=O)O)(CC(=O)N)CCCCCC(C)C